4-hydroxy-N-[(S)-1-(4-(4-methylthiazol-5-yl)phenyl)ethyl]-pyrrolidine-2-carboxamide hydrochloride Cl.OC1CC(NC1)C(=O)N[C@@H](C)C1=CC=C(C=C1)C1=C(N=CS1)C